Aziridinepropanoic acid N1(CC1)CCC(=O)O